7-fluoro-8-((triisopropylsilyl)ethynyl)-3-((triisopropylsilyl)oxy)naphthalene-1-Boronic acid FC1=CC=C2C=C(C=C(C2=C1C#C[Si](C(C)C)(C(C)C)C(C)C)B(O)O)O[Si](C(C)C)(C(C)C)C(C)C